BrC1=CC=CC=2C(C3=CC=CC=C3C12)(C1=CC=C(C=C1)C(C)(C)C)C1=CC=C(C=C1)C(C)(C)C 4-Bromo-9,9-bis(4-(t-butyl)phenyl)-9H-fluorene